1-Methyl-3-(2-oxo-3,4-dihydro-2H-pyran-6-yl)-1H-indazole 2-oxide CN1[N+](=C(C2=CC=CC=C12)C1=CCCC(O1)=O)[O-]